t-butyl (2-ethylhexanoate) C(C)C(C(=O)OC(C)(C)C)CCCC